C(\C=C\C(=O)OC1CCC(CC1)C(C)(C)C)(=O)OC1CCCCC1 cyclohexyl (4-tert-butylcyclohexyl) fumarate